4-(3-(trifluoromethyl)bicyclo[1.1.1]pentan-1-yl)pyrrolo[1,2-a]quinoxaline-7-carboxylic acid FC(C12CC(C1)(C2)C=2C=1N(C3=CC=C(C=C3N2)C(=O)O)C=CC1)(F)F